(6aS,8R)-8-hydroxy-8-methyl-2-((5-(4-(2-oxopyrrolidin-1-yl)phenyl)pyridin-2-yl)amino)-6,6a,7,8-tetrahydro-9H-pyrido[2,3-b]pyrrolo[1,2-d][1,4]oxazin-9-one O[C@@]1(C[C@@H]2N(C3=C(OC2)N=CC(=C3)NC3=NC=C(C=C3)C3=CC=C(C=C3)N3C(CCC3)=O)C1=O)C